behenyl alcohol palmitate C(CCCCCCCCCCCCCCC)(=O)OCCCCCCCCCCCCCCCCCCCCCC